C(#N)C=1C=NC(=C(C1CC)C#N)N1CCN(CCC1)C 3,5-Dicyano-4-ethyl-6-(4-methyl-1,4-diazepan-1-yl)pyridine